ClC=1C=CC(=NC1)NC1=NN(C2=C1C=NC(=C2)C(=O)N2CCOCCC2)CS(=O)(=O)C [3-(5-Chloro-pyridin-2-ylamino)-1-methanesulfonylmethyl-1H-pyrazolo[4,3-c]pyridin-6-yl]-[1,4]oxazepan-4-yl-methanone